C(C)(C)(C)OC(=O)N1N=C(C2=CC=C(C=C12)[C@@H]1C[C@@]12C(N(C1=CC=C(C=C21)OC)C(=O)OC(C)(C)C)=O)NC2=NN(C=C2OC)C tert-butyl (1R,2S)-2-[1-(tert-butoxycarbonyl)-3-[(4-methoxy-1-methylpyrazol-3-yl)amino]indazol-6-yl]-5'-methoxy-2'-oxospiro[cyclopropane-1,3'-indole]-1'-carboxylate